ClC=1N=C(C2=C(N1)C(=C(N=C2)Cl)F)N2C[C@@H]1CC[C@H](C2)N1C(=O)OC(C)(C)C tert-butyl (1S,5R)-3-(2,7-dichloro-8-fluoro-pyrido[4,3-d]pyrimidin-4-yl)-3,8-diazabicyclo[3.2.1]octane-8-carboxylate